C1(=CC=CC=C1)C=1C=C(C=C2C=NNC12)N 7-phenyl-1H-indazol-5-amine